Cl.C1N(CCC2=CC=CC=C12)[C@H]1[C@@H](CN(CC1)C(=O)C1=CC(=NC(=N1)SC(C)C)NC1CCN(CC1)C(C)=O)O 1-(4-((6-((3R,4R)-4-(3,4-dihydroisoquinolin-2(1H)-yl)-3-hydroxy-piperidine-1-carbonyl)-2-(isopropylthio)pyrimidin-4-yl)amino)piperidin-1-yl)ethan-1-one hydrochloride